5-hydroxy-6-(hydroxymethyl)pyridazin-3(2H)-one OC1=CC(NN=C1CO)=O